phenyl-2,4,6-trimethylbenzeneformyl-lithium phosphonate P(O)(O)=O.C1(=CC=CC=C1)C=1C(=C(C(=CC1C)C)C(=O)[Li])C